N-(4-amino-1H-pyrazolo[4,3-c]pyridin-7-yl)-N'-[(2-fluorophenyl)methyl]-N'-[[5-(trifluoromethyl)-2-pyridyl]methyl]oxamide NC1=NC=C(C2=C1C=NN2)NC(=O)C(=O)N(CC2=NC=C(C=C2)C(F)(F)F)CC2=C(C=CC=C2)F